2-(1-Adamantyl)-N-[2-[[3-(3,5-dimethylisoxazol-4-yl)phenyl]methyl]-3H-benzimidazol-5-yl]acetamide C12(CC3CC(CC(C1)C3)C2)CC(=O)NC2=CC3=C(N=C(N3)CC3=CC(=CC=C3)C=3C(=NOC3C)C)C=C2